CC12CC3CC(CC(C1)C3)C2 methyl-mono-adamantane